C(C)(C)(C)OC(=O)N1CC(CCC1)CCOC1=CC(=C(C=C1)F)CNC([C@H](CCC1=CC=CC=C1)NC(=O)OCC1=CC=CC=C1)=O 3-(2-(3-(((S)-2-(((benzyloxy)carbonyl)amino)-4-phenylbutyrylamino)methyl)-4-fluorophenoxy)ethyl)piperidine-1-carboxylic acid tert-butyl ester